C(=O)(O)N(C(=O)C1=CC(=C(C(=O)O)C=C1O)O)CC1=CC(=C(C=C1)O)O 4-(carboxy(3,4-dihydroxyphenyl)methylaminocarbonyl)-2,5-dihydroxybenzoic acid